FC1=CC(=CC2=C1C=C(O2)C(=O)NS(=O)(=O)C=2C=CC=C1C=CC(=NC21)C)N2C(CC2)C(C)(C)O 4-Fluoro-6-[2-(1-hydroxy-1-methyl-ethyl)azetidin-1-yl]-N-[(2-methyl-8-quinolyl)sulfonyl]benzofuran-2-carboxamide